(R)-3-(4-(2-((tert-butyldimethylsilyl)oxy)propyl)pyrimidin-2-yl)-6-chloroimidazo[1,2-b]pyridazine [Si](C)(C)(C(C)(C)C)O[C@@H](CC1=NC(=NC=C1)C1=CN=C2N1N=C(C=C2)Cl)C